FC=1C=C(C=C(C1C)[N+](=O)[O-])C(CN(C=O)C=O)=O N-(2-(3-fluoro-4-methyl-5-nitrophenyl)-2-oxoethyl)-N-formylcarboxamide